[1-(4-FORMYL-PHENYL)-AZETIDIN-3-YL]-CARBAMIC ACID TERT-BUTYL ESTER C(C)(C)(C)OC(NC1CN(C1)C1=CC=C(C=C1)C=O)=O